NC1=NC=CC(=C1Cl)OC1=C(C=C(C=C1)NC(=O)C=1C=NN(C1C(F)(F)F)C1=C(C=CC=C1F)F)F N-(4-((2-amino-3-chloropyridin-4-yl)oxy)-3-fluorophenyl)-1-(2,6-difluorophenyl)-5-(trifluoromethyl)-1H-pyrazole-4-carboxamide